COC1=CC=C(C=C1)C1=NN2C(SC1)=NN=C2CCC=2C=NC=CC2 6-(4-Methoxyphenyl)-3-(2-(pyridine-3-yl)ethyl)-7H-[1,2,4]triazolo[3,4-b][1,3,4]thiadiazin